SCC(=O)O.S1SCC=C1 dithiol (mercaptoacetate)